4-chloro-5-fluoropyrimidin-2-amine ClC1=NC(=NC=C1F)N